Cl.CN1CCOCC1 N-methyl-morpholine hydrochloride